C(C)C1=CC=NN1 5-ethyl-1H-pyrazol